ClC=1C(=NC=C(N1)C)C(=O)N(C)OC 3-chloro-N-methoxy-N,5-dimethyl-pyrazine-2-carboxamide